Cl.Cl.O[C@@](CNC[C@@H](C)NS(=O)(=O)C=1C=C2C=CN=CC2=CC1)(C)C1=CC=CC=C1 N-[(R)-1-{(S)-2-hydroxy-2-phenylpropylamino}propane-2-yl]isoquinoline-6-sulfonamide dihydrochloride